2,7-dimethyl-5-{6-[3-(methylamino)pyrrolidin-1-yl]-1,8-naphthyridin-2-yl}indazol-6-ol CN1N=C2C(=C(C(=CC2=C1)C1=NC2=NC=C(C=C2C=C1)N1CC(CC1)NC)O)C